CC(C(=O)OC(C)(C)C)CC=O tert-butyl 2-methyl-4-oxo-butanoate